C(N)(OCCC(C(C)C)N1CC2(C1)CN(CC2)C=2N=CN=NC2OC2=C(C=C(C=C2)F)C(N(C(C)C)CC)=O)=O (3-(6-(6-(2-(ethyl (isopropyl) carbamoyl)-4-fluorophenoxy)-1,2,4-triazin-5-yl)-2,6-diazaspiro[3.4]octan-2-yl)-4-methylpentyl) carbamate